COC1=C(CN(C2=NC(=NN3C2=NC=C3CC3=CC(=C(OCCN(C(OC(C)(C)C)=O)C)C=C3)OC)OC(CCO)CCC)CC3=C(C=C(C=C3)OC)OC)C=CC(=C1)OC tert-butyl (2-(4-((4-(bis(2,4-dimethoxybenzyl)amino)-2-((1-hydroxyhexan-3-yl)oxy)imidazo[2,1-f][1,2,4]triazin-7-yl)methyl)-2-methoxyphenoxy)ethyl)(methyl)carbamate